O=C(C=CC(=O)N1CCN(CC1)C1=NN=CC2=CC=CC=C12)C 4-(4-(4-oxopent-2-enoyl)piperazin-1-yl)phthalazine